trans-4,6-dimethyl-1,3-dioxane C[C@@H]1OCO[C@H](C1)C